N-cyclopropyl-3-oxo-3,4-dihydro-2H-benzo[b][1,4]oxazine C1(CC1)N1C2=C(OCC1=O)C=CC=C2